Cl.CC1=C(N)C=CC=C1C 2,3-dimethylaniline hydrochloride